CC1=NC=2N(C(=C1)C)N=CC2C(=O)NC2=CC=C(C=C2)OCCCCC 5,7-DIMETHYL-N-(4-(PENTYLOXY)PHENYL)PYRAZOLO[1,5-a]PYRIMIDINE-3-CARBOXAMIDE